4-Bromo-5-nitrothiophene-2-carboxaldehyde BrC=1C=C(SC1[N+](=O)[O-])C=O